1-(4'-tertbutylphenyl)-3-(4'-methoxyphenyl)-propane-1,3-dione C(C)(C)(C)C1=CC=C(C=C1)C(CC(=O)C1=CC=C(C=C1)OC)=O